N-{Cyclooctyl[4-fluoro-5-(piperidin-4-yl)-1H-benzimidazol-2-yl]methyl}-3-methylisoxazole-4-carboxamide C1(CCCCCCC1)C(NC(=O)C=1C(=NOC1)C)C1=NC2=C(N1)C=CC(=C2F)C2CCNCC2